4,8-Dioxoundecanediol O=C(CCC(O)O)CCCC(CCC)=O